4-(3-(4-chlorobenzyl)ureido)benzenesulfonyl chloride ClC1=CC=C(CNC(NC2=CC=C(C=C2)S(=O)(=O)Cl)=O)C=C1